2-((2,2,2-trifluoroethyl)amino)pyridine FC(CNC1=NC=CC=C1)(F)F